tert-butyl 4-(5-(2-chloro-5-hydroxypyrimidin-4-yl)-4-(2-hydroxyethyl)thiazol-2-yl)piperidine-1-carboxylate ClC1=NC=C(C(=N1)C1=C(N=C(S1)C1CCN(CC1)C(=O)OC(C)(C)C)CCO)O